benzyl N-[2-[4-(2,6-dibenzyloxy-3-pyridyl)phenyl]ethyl]-N-methyl-carbamate C(C1=CC=CC=C1)OC1=NC(=CC=C1C1=CC=C(C=C1)CCN(C(OCC1=CC=CC=C1)=O)C)OCC1=CC=CC=C1